FC(CNC(=O)N1N=CC(=C1)C1=C2C(=NC=C1)NC(=N2)C2=CC=CC=C2)(F)F N-(2,2,2-trifluoroethyl)-4-(2-phenyl-3H-imidazo[4,5-b]pyridin-7-yl)-1H-pyrazole-1-carboxamide